C(#N)C=1NC2=C(C=C(C=C2C1)C)S(=O)(=O)N(CC1=NC2=C(C(N(C=C2)C2CCOCC2)=O)N1)C 2-cyano-N,5-dimethyl-N-((4-oxo-5-(tetrahydro-2H-pyran-4-yl)-4,5-dihydro-3H-imidazo[4,5-c]pyridin-2-yl)methyl)-1H-indole-7-sulfonamide